C(=O)(O)C1=CC=C(C=C1)C=CC1=CC=C(C=C1)[N+](=O)[O-] 4-carboxy-4'-nitrostilbene